6-(2-Naphthyl)-4-oxo-N-[1-[5-(2,2,2-trifluoroethoxy)pyrazin-2-yl]ethyl]-3-(trifluoromethyl)-5H-pyrazolo[1,5-a]pyrazine-2-carboxamide C1=C(C=CC2=CC=CC=C12)C=1NC(C=2N(C1)N=C(C2C(F)(F)F)C(=O)NC(C)C2=NC=C(N=C2)OCC(F)(F)F)=O